1,2-bis[bis(3,5-ditrifluoromethylphenyl)phosphino]ethane FC(C=1C=C(C=C(C1)C(F)(F)F)P(CCP(C1=CC(=CC(=C1)C(F)(F)F)C(F)(F)F)C1=CC(=CC(=C1)C(F)(F)F)C(F)(F)F)C1=CC(=CC(=C1)C(F)(F)F)C(F)(F)F)(F)F